C1(=CC=CC=C1)[Si](OCCOC)(OCCOC)OCCOC phenyltris(methoxyethoxy)silane